2-(3-methylphenyl)acetamide CC=1C=C(C=CC1)CC(=O)N